COC=1C=C(C=C(C1)C=1OC=CN1)NCCCCCCN1CC(C(C(C1)O)O)O 1-(6-{[3-methoxy-5-(1,3-oxazol-2-yl)phenyl]amino}hexyl)piperidine-3,4,5-triol